5-benzyl 2-(tert-butyl) (R)-6-methyl-2,5,8-triazaspiro[3.5]nonane-2,5-dicarboxylate C[C@H]1N(C2(CN(C2)C(=O)OC(C)(C)C)CNC1)C(=O)OCC1=CC=CC=C1